C(C)(=O)NC1(C(=CC(S1)C(=O)NC)C(=O)NC1C(NC(CC1)=O)=O)NC(C)=O 5-acetamido-N4-(2,6-dioxopiperidin-3-yl)-5-acetamido-N2-methylthiophene-2,4-dicarboxamide